2-(3-chlorophenyl)-10-(naphthalen-2-yl)phenanthrene ClC=1C=C(C=CC1)C1=CC=2C(=CC3=CC=CC=C3C2C=C1)C1=CC2=CC=CC=C2C=C1